C(C)(C)(C)C1CCN(CC1)C(C(=O)NCC=1C=C2CN(C(C2=CC1)=O)C1C(NC(CC1)=O)=O)=O 2-(4-(tert-butyl)piperidin-1-yl)-N-((2-(2,6-dioxopiperidin-3-yl)-1-oxoisoindolin-5-yl)methyl)-2-oxoacetamide